FC(N1N=CC(=C1)[N+](=O)[O-])F 1-difluoromethyl-4-nitro-1H-pyrazole